N[C@H](CC=C)C1=CC=2N(N=C1)C=C(N2)[C@H](C2CCC(CC2)(F)F)NC(OC(C)(C)C)=O |o1:1| Tert-Butyl ((S)-(7-((R*)-1-aminobut-3-en-1-yl)imidazo[1,2-b]pyridazin-2-yl)(4,4-difluorocyclohexyl)methyl)carbamate